4-(aminomethyl)-1-(5-(2-methoxy-6-methylpyridin-3-yl)imidazo[2,1-b][1,3,4]thiadiazol-2-yl)piperidin-4-ol NCC1(CCN(CC1)C1=NN2C(S1)=NC=C2C=2C(=NC(=CC2)C)OC)O